Ethyl (2E)-3-(1,4,7-trimethyl-1H-benzotriazol-5-yl)prop-2-enoate CN1N=NC2=C1C(=CC(=C2C)/C=C/C(=O)OCC)C